N1(CCCCC1)C1=C(C=C(C(=O)NC2=C(C=CC=C2)CCC(=O)O)C=C1)NC(=O)C1=NN(C2=CC=CC=C12)CC(F)(F)F 3-(2-(4-(piperidin-1-yl)-3-(1-(2,2,2-trifluoroethyl)-1H-indazole-3-carboxamido)benzamido)phenyl)propanoic acid